3-(3-bromopropyloxy)-7-methoxy-2-(4-chlorophenyl)-4H-chromen-4-one BrCCCOC1=C(OC2=CC(=CC=C2C1=O)OC)C1=CC=C(C=C1)Cl